BrC1=CC(=C(C=C1)CN)F 1-(4-bromo-2-fluorophenyl)methylamine